ClC=1C=C(C=CC1F)NC(N(CC(C)C)C(C)C1=CN(C(C2=CC(=C(C=C12)F)F)=O)C)=O 3-(3-chloro-4-fluorophenyl)-1-(1-(6,7-difluoro-2-methyl-1-oxo-1,2-dihydroisoquinolin-4-yl)ethyl)-1-isobutyl-urea